Di-(methoxysulfonylphenyl)-methylsulfonium hexafluoro-antimonate F[Sb-](F)(F)(F)(F)F.COS(=O)(=O)C1=C(C=CC=C1)[S+](C)C1=C(C=CC=C1)S(=O)(=O)OC